ClC1=CC=C2C(=NC(N(C2=C1)C1=CC=NN1)=O)NC 7-chloro-4-(methylamino)-1-(1H-pyrazol-5-yl)-quinazolin-2(1H)-one